ClC(C[C@H]1CCC[C@@H]1CCCCCCCO)CCCCCC 14-chloroprostanol